(R)-(4-(4-fluoropyrazolo[1,5-a]pyridin-2-yl)-6,7-dihydro-1H-imidazo[4,5-c]pyridin-5(4H)-yl)(6-methylpyrazolo[1,5-a]pyridin-3-yl)methanone FC=1C=2N(C=CC1)N=C(C2)[C@@H]2N(CCC1=C2N=CN1)C(=O)C=1C=NN2C1C=CC(=C2)C